N,N-dipropyl-1,6-naphthyridine-2-carboxamide C(CC)N(C(=O)C1=NC2=CC=NC=C2C=C1)CCC